2-(((3ar,5R,6s,6ar)-5-((R)-2,2-dimethyl-1,3-dioxolan-4-yl)-2,2-dimethyltetrahydrofurano[2,3-d][1,3]dioxolan-6-yl)oxy)-N-(5-(naphthalen-2-yloxy)pentyl)acetamide CC1(OC[C@@H](O1)[C@@H]1[C@@H]([C@@H]2[C@@H](OC(O2)(C)C)O1)OCC(=O)NCCCCCOC1=CC2=CC=CC=C2C=C1)C